C(C)(C)N1N=CC(=C1)N 1-isopropyl-1H-pyrazol-4-amine